(1R,2R,5R)-5-((5-bromo-2-(tert-butoxy)pyrimidin-4-yl)amino)-2-methylcyclohexan-1-ol BrC=1C(=NC(=NC1)OC(C)(C)C)N[C@@H]1CC[C@H]([C@@H](C1)O)C